F[C@@H]1C[C@H](N(C1)C)COC1=NC2=CC(=CC=C2C(=N1)N1C[C@@]2(CC[C@H](C1)N2)C)C2=C1C=NNC1=CC(=C2C(F)(F)F)C ((2S,4R)-4-fluoro-1-methylpyrrolidin-2-ylmethoxy)-7-(6-methyl-5-(trifluoromethyl)-1H-indazol-4-yl)-4-((1S,5R)-1-methyl-3,8-diazabicyclo[3.2.1]octan-3-yl)quinazoline